CC(C)[C@H](C)CC[C@@H](C)[C@H]1CC[C@H]2[C@@H]3CC[C@H]4C[C@H](CC[C@]4(C)[C@H]3CC[C@]12C)O 5α-campestan-3b-ol